N1-(4'-(tert-butyl)-[1,1'-biphenyl]-4-yl)cyclohexane-1,4-diamine C(C)(C)(C)C1=CC=C(C=C1)C1=CC=C(C=C1)NC1CCC(CC1)N